(S)-1-(5-Chloro-2-(4,4-dimethylpiperidin-1-yl)phenoxy)-N-((6-(3-hydroxypyrrolidin-1-yl)pyridin-2-yl)sulfonyl)cyclopropan-1-carboxamid ClC=1C=CC(=C(OC2(CC2)C(=O)NS(=O)(=O)C2=NC(=CC=C2)N2C[C@H](CC2)O)C1)N1CCC(CC1)(C)C